4-(3-(cyclopropylmethyl)-5-(1-(m-tolyl)-1H-pyrazol-3-yl)-3H-imidazo[4,5-b]pyridin-7-yl)morpholine C1(CC1)CN1C=NC=2C1=NC(=CC2N2CCOCC2)C2=NN(C=C2)C=2C=C(C=CC2)C